6-METHYL-2-(PERFLUOROPHENYL)PYRIDINE-3-BORONIC ACID CC1=CC=C(C(=N1)C1=C(C(=C(C(=C1F)F)F)F)F)B(O)O